C(=O)(OCC1C2=CC=CC=C2C2=CC=CC=C12)N[C@@H](OCCCN)C(=O)O Fmoc-Oxalysine